N-(2-fluoro-4-chlorophenyl)-2H-benzopyran-3-carboxamide FC1=C(C=CC(=C1)Cl)NC(=O)C=1COC2=C(C1)C=CC=C2